6-[[4-[[(1S)-2-hydroxy-1-phenyl-ethyl]amino]-5-(5-methyl-1,3,4-oxadiazol-2-yl)pyrimidin-2-yl]amino]-1,1-dioxo-3,4-dihydro-2H-thiochromen-4-ol OC[C@H](C1=CC=CC=C1)NC1=NC(=NC=C1C=1OC(=NN1)C)NC=1C=C2C(CCS(C2=CC1)(=O)=O)O